C1N(CC2CCCCC12)C1=CC=NC2=C3N=CC=C(C3=CC=C12)N1CC2CCCCC2C1 4,7-di(2,3,3a,4,5,6,7,7a-octahydro-1H-isoindole-2-yl)-1,10-phenanthroline